COCC1=C(N=CC=2NC3=CC=C(C=C3C21)C2CCN(CC2)C)C(=O)NC 4-(methoxymethyl)-N-methyl-6-(1-methylpiperidin-4-yl)-9H-pyrido[3,4-b]indole-3-carboxamide